tert-butyl 4-[5-(5-acetyl-3-iodo-6,7-dihydro-4H-pyrazolo[4,3-c]pyridin-1-yl)-4,5,6,7-tetrahydroindazol-1-yl]piperidine-1-carboxylate C(C)(=O)N1CC2=C(CC1)N(N=C2I)C2CC=1C=NN(C1CC2)C2CCN(CC2)C(=O)OC(C)(C)C